tert-butyl-5-cyclopropyl-1,2,5-thiadiazoline-2-carboxylic acid tert-butyl ester 1,1-dioxide C(C)(C)(C)OC(=O)N1S(N(C=C1C(C)(C)C)C1CC1)(=O)=O